ClC1=NC(=CC=C1C(F)(F)F)N1CC(C(CC1)(F)F)C 2-chloro-6-(4,4-difluoro-3-methylpiperidin-1-yl)-3-(trifluoromethyl)pyridine